2,5-bis(4-ethylstyryl)pyrazine C(C)C1=CC=C(C=CC2=NC=C(N=C2)C=CC2=CC=C(C=C2)CC)C=C1